(S)-4-(4-isopropylpyrazolo[1,5-a]pyridin-2-yl)-5-(5-(trifluoromethyl)pyrimidin-2-yl)-4,5,6,7-tetrahydro-1H-imidazo[4,5-c]pyridine C(C)(C)C=1C=2N(C=CC1)N=C(C2)[C@H]2N(CCC1=C2N=CN1)C1=NC=C(C=N1)C(F)(F)F